NC1(CCCC1)C(=O)NCC=1C=C(C=C(C1)C(F)(F)F)C1=CC(=CC(=C1)C(F)(F)F)C(F)(F)F 1-amino-N-((3',5,5'-tris(trifluoromethyl)-[1,1'-biphenyl]-3-yl)methyl)cyclopentane-1-carboxamide